FC(OC1=CC=C(OC=2SC(=CN2)/C=C/C(C)=O)C=C1)(F)F (E)-4-(2-(4-(trifluoromethoxy)phenoxy)thiazol-5-yl)but-3-en-2-one